N-(5-chloro-6-(2H-1,2,3-triazol-2-yl)pyridin-3-yl)-2-fluoro-8-methyl-8-(trifluoromethyl)-7,8-dihydro-6H-pyrazolo[1,5-a]pyrrolo[2,3-e]pyrimidine-6-carboxamide ClC=1C=C(C=NC1N1N=CC=N1)NC(=O)N1CC(C2=C1C=NC=1N2N=C(C1)F)(C(F)(F)F)C